8-(1-Benzyl-1H-pyrazol-4-yl)-1-propyl-2-(4-trifluoromethyl-benzylamino)-1,7-dihydro-purin-6-one C(C1=CC=CC=C1)N1N=CC(=C1)C1=NC=2N=C(N(C(C2N1)=O)CCC)NCC1=CC=C(C=C1)C(F)(F)F